2-(((benzyloxy)carbonyl)amino)butyric acid C(C1=CC=CC=C1)OC(=O)NC(C(=O)O)CC